2-[3-cyanofuran-2(5H)-ylidene]malononitrile C(#N)C=1C(OCC1)=C(C#N)C#N